(E)-2-methyl-3-phenylacrylic acid C/C(/C(=O)O)=C\C1=CC=CC=C1